2-(2,6-dioxopiperidin-3-yl)-5-(4-(1-(5-methoxy-2-(1-methyl-1H-pyrazol-4-yl)-4-nitrophenyl)piperidine-4-carbonyl)piperazin-1-yl)isoindoline-1,3-dione O=C1NC(CCC1N1C(C2=CC=C(C=C2C1=O)N1CCN(CC1)C(=O)C1CCN(CC1)C1=C(C=C(C(=C1)OC)[N+](=O)[O-])C=1C=NN(C1)C)=O)=O